5-(4-(4-cyanobut-1-yn-1-yl)phenyl)-1-(2,4-dichlorophenyl)-4-methyl-N-morpholino-1H-pyrazole-3-carboxamide C(#N)CCC#CC1=CC=C(C=C1)C1=C(C(=NN1C1=C(C=C(C=C1)Cl)Cl)C(=O)NN1CCOCC1)C